C(C)(C)[C@H]1[C@@H](C[C@@H](CC1)C)O |r| (1RS,2SR,5RS)-2-isopropyl-5-methylcyclohexanol